(R)-6-(2-hydroxy-2-(3-(trifluoromethyl)phenyl)acetyl)-2-(1-(4-isopropylthiophen-2-yl)cyclopropyl)-3,5,6,7,8,9-hexahydro-4H-pyrimido[5,4-c]azepin-4-one O[C@@H](C(=O)N1CC2=C(CCC1)N=C(NC2=O)C2(CC2)C=2SC=C(C2)C(C)C)C2=CC(=CC=C2)C(F)(F)F